N1=C(C=CC=C1)C1(CC1)NC(=O)[C@@H]1CN(CC[C@H]1NC(=O)C1=NOC(=C1)C1=C(C=C(C=C1F)F)F)C1CCCC1 (3R,4R)-1-cyclopentyl-4-{[5-(2,4,6-trifluoro-phenyl)-isoxazole-3-carbonyl]-amino}-piperidine-3-carboxylic acid (1-pyridin-2-yl-cyclopropyl)-amide